2-(4-(2-acetyl-5-chlorophenyl)-5-methoxy-2-oxopyridin-1(2H)-yl)-4-(tert-butoxy)-N-(4-fluorophenyl)butanamide C(C)(=O)C1=C(C=C(C=C1)Cl)C1=CC(N(C=C1OC)C(C(=O)NC1=CC=C(C=C1)F)CCOC(C)(C)C)=O